FC=1C=2N(C=C(C1)C1=CC=3N=CN(C(C3C=N1)=O)C1CCN(CC1)C(=O)OC(C)(C)C)C=C(N2)C tert-butyl 4-(7-(8-fluoro-2-methylimidazo[1,2-a]pyridin-6-yl)-4-oxopyrido[4,3-d]pyrimidin-3(4H)-yl)piperidine-1-carboxylate